ClC=1C(NN=CC1CCCN1CC2(C1)CC(C2)CC=2C=CC=1N(C2)C(=NC1)C(F)(F)F)=O 4-chloro-5-(3-(6-((3-(trifluoromethyl)imidazo[1,5-a]pyridin-6-yl)methyl)-2-azaspiro[3.3]heptan-2-yl)propyl)pyridazin-3(2H)-one